NC1(N)CC(=CC(=C1)C)C 1-amino-3,5-dimethylaniline